BrC=1SC2=C3C(CCCOC13)=C(NC2=O)CCl Bromo-5-(chloromethyl)-4,6,7,8-tetrahydro-3H-9-oxa-2-thia-4-azabenzo[cd]azulen-3-one